N=C1[C@@H](SC2=NC(=CC=C21)C)C(=O)NCCC2=CC=C(C=C2)N2CC(CC2)N (R)-3-imino-N-(4-(3-aminopyrrolidin-1-yl)phenethyl)-6-methylthieno[2,3-b]pyridine-2-carboxamide